(hydroxymethyl)-5-methyl-[1,3]dioxol-2-one OCC=1OC(OC1C)=O